FC(C1=CC(=CC(=N1)C=1C=C(C=CC1)C=1C=CC(=NC1)N)C1=CC=C(C=C1)C(F)(F)F)(F)F 5-{3-[6-Trifluoromethyl-4-(4-trifluoromethyl-phenyl)-pyridin-2-yl]-phenyl}-pyridin-2-ylamine